diphenyl-(4-thiophenophenylphenyl)sulfonium hexafluoroantimonate F[Sb-](F)(F)(F)(F)F.C1(=CC=CC=C1)[S+](C1=CC=C(C=C1)C1=CC=CC2=C1C=CS2)C2=CC=CC=C2